4-[6-[2-(cyclopropylmethoxy)-6-fluoro-4-pyridinyl]-5-methyl-7,8-dihydro-5H-pyrido[4,3-d]pyrimidin-2-yl]thiazole C1(CC1)COC1=NC(=CC(=C1)N1C(C2=C(N=C(N=C2)C=2N=CSC2)CC1)C)F